tert-butyl 4-[2-methyl-7-({2-methyl-[1,2,4]triazolo[1,5-a]pyridin-7-yl}carbamoyl) indazol-4-yl]piperazine-1-carboxylate CN1N=C2C(=CC=C(C2=C1)N1CCN(CC1)C(=O)OC(C)(C)C)C(NC1=CC=2N(C=C1)N=C(N2)C)=O